FC=1C=C(C=NC1)C1CC=NN1C(=O)C1CC2C(CN(C2)C2=NC=CC(=N2)C#N)C1 2-(5-(5-(5-fluoropyridin-3-yl)-4,5-dihydro-1H-pyrazole-1-carbonyl)hexahydrocyclopenta[C]pyrrol-2(1H)-yl)pyrimidine-4-carbonitrile